ClC=1C=C(CC2=NOC(=N2)C2=CC=C(C=C2)/C=C(/C(=O)N[C@H]2CN([C@@H](C2)C)C#N)\C)C=CC1 (E)-3-(4-(3-(3-Chlorobenzyl)-1,2,4-oxadiazol-5-yl)phenyl)-N-((3R,5R)-1-cyano-5-methylpyrrolidin-3-yl)-2-methylacrylamide